FC1=C(C(=C(C=C1OC)OC)F)C1=CC2=C(N=C(N=C2)N[C@@H]2CNCC[C@@H]2NC(C=C)=O)C(O1)=O N-((3R,4S)-3-((6-(2,6-difluoro-3,5-dimethoxyphenyl)-8-oxo-8H-pyrano[3,4-d]pyrimidin-2-yl)amino)piperidin-4-yl)acrylamide